1-[3-(3-chloro-2-piperazin-1-yl-6-quinolyl)phenyl]-N-methyl-methanamine ClC=1C(=NC2=CC=C(C=C2C1)C=1C=C(C=CC1)CNC)N1CCNCC1